N-(4-(1H-pyrazol-1-yl)benzyl)-N-(3-methoxybenzyl)-4-((2-morpholinoethoxy)methyl)oxazol-2-amine N1(N=CC=C1)C1=CC=C(CN(C=2OC=C(N2)COCCN2CCOCC2)CC2=CC(=CC=C2)OC)C=C1